2,3-dihydro-1,4-oxazepine O1CCN=CC=C1